(piperidin-4-yl)-1H-indazole N1CCC(CC1)N1N=CC2=CC=CC=C12